N,N-dioleyl-adipic acid amide C(CCCCCCC\C=C/CCCCCCCC)N(C(CCCCC(=O)O)=O)CCCCCCCC\C=C/CCCCCCCC